ClC1=C(CC=2C=C(C=CC2)C(CC(=O)OCC)NC(=O)NC=2C(N(C=C(C2O)C)C)=O)C=CC=C1 ethyl 3-(3-(2-chlorobenzyl)phenyl)-3-(3-(4-hydroxy-1,5-dimethyl-2-oxo-1,2-dihydropyridin-3-yl) ureido)propanoate